C1OCC12CN(C2)C=2C=NC(=NC2)OC2=CC=C(C=C2)C(C)(C)C2=CC=C(OC1CC(C1)NC(OC(C)(C)C)=O)C=C2 tert-butyl ((1r,3r)-3-(4-(2-(4-((5-(2-oxa-6-azaspiro[3.3]heptane-6-yl) pyrimidin-2-yl)oxy)phenyl)propan-2-yl)phenoxy)cyclobutyl)carbamate